C(C)C=1C2=C(NN1)C(N(C2)C2=CC=C(C=C2)C2CNCCO2)=O 3-ethyl-5-(4-(morpholin-2-yl)phenyl)-4,5-dihydropyrrolo[3,4-c]pyrazol-6(1H)-one